ClC=1C(=C(C(=C(C1C)C=O)O)C/C=C(/C=C/[C@@]1([C@H](\C(\CC[C@H]1C)=N\OCC(=O)O)C)C)\C)OCF 2-([[(1E,2R,3R,4R)-3-[(1E,3E)-5-[3-chloro-6-hydroxy-2-fluoromethoxy-5-formyl-4-methylphenyl]-3-methylpentane-1,3-dien-1-yl]-2,3,4-trimethylcyclohexylidene]-amino]oxy)acetic acid